dicyclohexyl-2,2'-oxydiacetate C1(CCCCC1)C(C(=O)[O-])OC(C(=O)[O-])C1CCCCC1